2,5-Dichloro-N-[(2R)-2-hydroxybutyl]pyridine-3-sulfonamide ClC1=NC=C(C=C1S(=O)(=O)NC[C@@H](CC)O)Cl